N[C@H](CCC(=O)O)C(=O)O.N[C@H](CCC(=O)O)C(=O)O D-glutamic acid (D-Glutamate)